CN1N=CC2=C1N=CN(C2=O)NC2=C(C=C(C=C2)C)C 1-methyl-5-(2,4-dimethylanilino)-1,5-dihydro-4H-pyrazolo[3,4-d]pyrimidin-4-one